4-(Cis-9-((S)-2-aminopropyl)-2-oxo-1-oxa-3,4-diazaspiro[5.5]undec-4-en-5-yl)-3-bromobenzonitrile hydrochloride Cl.N[C@H](CC1CCC2(C(=NNC(O2)=O)C2=C(C=C(C#N)C=C2)Br)CC1)C